NC=1N=NC(=CC1C1=CC=C(C=C1)NC1CCN(CC1)CC(=O)OC(C)(C)C)C1=C(C=CC=C1)O tert-butyl 2-(4-((4-(3-amino-6-(2-hydroxyphenyl)pyridazin-4-yl)phenyl)amino)piperidin-1-yl)acetate